4-methoxybenzyl 3-(4-(4-butylbenzyl)oxazol-2-yl)-2-(diethoxyphosphoryl)propanoate C(CCC)C1=CC=C(CC=2N=C(OC2)CC(C(=O)OCC2=CC=C(C=C2)OC)P(=O)(OCC)OCC)C=C1